2-(8-(tert-butoxycarbonyl)-5,6,7,8-tetrahydro-1,8-naphthyridin-2-yl)acetic acid C(C)(C)(C)OC(=O)N1CCCC=2C=CC(=NC12)CC(=O)O